Cl.ClN1C2(N(N3C(C1=O)=CC=C(C3=O)NC=3C1=C(N=CN3)NC=C1)C)CC1(C2)CCC1 chloro-1''-methyl-7''-[(7H-pyrrolo[2,3-d]pyrimidin-4-yl)amino]-1''H,3''H-dispiro[cyclobutane-1,1'-cyclobutane-3',2''-pyrido[2,1-f][1,2,4]triazine]-4'',8''-dione hydrochloride